(R)-N-(5-cyano-4-(3-methoxypyrrolidin-1-yl)pyridin-2-yl)-7-formyl-6-((3-carbonylmorpholino)methyl)-3,4-dihydro-1,8-naphthyridine-1(2H)-carboxamide C(#N)C=1C(=CC(=NC1)NC(=O)N1CCCC2=CC(=C(N=C12)C=O)CN1C(COCC1)=C=O)N1C[C@@H](CC1)OC